3,3'-(2,7-dibromo-9H-fluorene-9,9-diyl)bis(N,N-dimethylpropane-1-amine) BrC1=CC=2C(C3=CC(=CC=C3C2C=C1)Br)(CCCN(C)C)CCCN(C)C